C(CCC)N(C1=CC=CC2=CC=CC=C12)CCCC N,N-dibutyl-naphthalene-1-amine